[Si]([O-])([O-])([O-])[O-].[Rh+4] rhodium monosilicate